[C@@H]12[C@@H](C[C@@H](CC1)O2)C(=O)C=2N=C1N(N2)[C@@H](C[C@@H]1F)C1=CC=CC=C1 ((1S,2R,4R)-7-oxabicyclo[2.2.1]hept-2-yl)((5S,7S)-7-fluoro-5-phenyl-6,7-dihydro-5H-pyrrolo[1,2-b][1,2,4]triazol-2-yl)methanone